5-Bromo-3-hydroxy-1H-pyridin-2-one BrC=1C=C(C(NC1)=O)O